C1(=CC=CC=C1)S(=O)(=O)CCCN 3-(benzenesulfonyl)propylamine